(3-(2-(2-Aminoethoxy)ethoxy)propionylamino)-N-(5-methoxypyridin-2-yl)benzamide NCCOCCOCCC(=O)NC1=C(C(=O)NC2=NC=C(C=C2)OC)C=CC=C1